(2r,5s)-5-[2-(4-chloro-3-fluorophenoxy)acetamido]-2-[(3-fluorophenyl)carbamoyl]piperidine-1-carboxylic acid tert-butyl ester C(C)(C)(C)OC(=O)N1[C@H](CC[C@@H](C1)NC(COC1=CC(=C(C=C1)Cl)F)=O)C(NC1=CC(=CC=C1)F)=O